(7S)-2-(((1-((5-fluoropyridin-3-yl)methyl)-1H-pyrazol-4-yl)methyl)amino)-4,7,8-trimethyl-7,8-dihydropteridin-6(5H)-one FC=1C=C(C=NC1)CN1N=CC(=C1)CNC1=NC=2N([C@H](C(NC2C(=N1)C)=O)C)C